ClC=1C=CC(=C(C1)C=1C=C(C=2OCCNC2N1)C=1C=C(C=NC1)NC(CCN1CCCC1)=O)F N-{5-[6-(5-chloro-2-fluorophenyl)-2H,3H,4H-pyrido[3,2-b][1,4]oxazin-8-yl]pyridin-3-yl}-3-(pyrrolidin-1-yl)propanamide